1-benzyl 2-methyl (2S,3R,4S)-4-[(tert-butyldiphenylsilyl) oxy]-3-methylpyrrolidine-1,2-dicarboxylate [Si](C1=CC=CC=C1)(C1=CC=CC=C1)(C(C)(C)C)O[C@H]1[C@@H]([C@H](N(C1)C(=O)OCC1=CC=CC=C1)C(=O)OC)C